C(C)(C)(C)OC(=O)N1C(CC(C1)C1=CC=C(C=C1)C(F)(F)F)C1=CC=C(C(=O)O)C=C1 4-(1-(t-Butoxyformyl)-4-(4-(trifluoromethyl)phenyl)pyrrolidin-2-yl)-benzoic acid